3,3-difluoro-1-[4-(2,2,2-trifluoroethyl)-1,2,4-triazol-3-yl]propan-1-ol FC(CC(O)C1=NN=CN1CC(F)(F)F)F